C(C)(C)N1N=C(C(=C1)C(=O)O)C 1-isopropyl-3-methylpyrazole-4-carboxylic acid